Z-pyrano[2,3-c]pyridine-2-thione O1C(C=CC=2C1=CN=CC2)=S